FC(C1=NN=C(O1)C1=CC(=C(CN(C(=O)C2(CCN(CC2)C(=O)OC(C)(C)C)F)C2=CC=CC=C2)C=C1)F)F Tert-butyl 4-((4-(5-(difluoromethyl)-1,3,4-oxadiazol-2-yl)-2-fluorobenzyl) (phenyl) carbamoyl)-4-fluoropiperidine-1-carboxylate